{3-[(1R)-1-amino-8-azaspiro[4.5]dec-8-yl]-6-(2,3-dichloro-4-methylphenyl)-5-methylpyrazin-2-yl}methanol N[C@@H]1CCCC12CCN(CC2)C=2C(=NC(=C(N2)C)C2=C(C(=C(C=C2)C)Cl)Cl)CO